2-(2-(trifluoromethyl)pyridin-4-yl)-2,8-diazaspiro[4.5]decan-3-one hydrochloride Cl.FC(C1=NC=CC(=C1)N1CC2(CC1=O)CCNCC2)(F)F